5-(benzyloxy)-4-(4-formyl-isoindoline-2-carbonyl)-1,3-phenylenebis(4-toluenesulfonate) C(C1=CC=CC=C1)OC=1C(=C(C=C(C1)CC1=CC=C(C=C1)S(=O)(=O)[O-])CC1=CC=C(C=C1)S(=O)(=O)[O-])C(=O)N1CC2=CC=CC(=C2C1)C=O